2-(2,6-dioxopiperidin-3-yl)-5-(4-((2-(piperidin-4-yl)ethoxy)methyl)piperidin-1-yl)isoindoline-1,3-dione methyl-4-(((6-(trifluoromethoxy)pyridin-3-yl)oxy)methyl)oxazole-2-carboxylate COC(=O)C=1OC=C(N1)COC=1C=NC(=CC1)OC(F)(F)F.O=C1NC(CCC1N1C(C2=CC=C(C=C2C1=O)N1CCC(CC1)COCCC1CCNCC1)=O)=O